COC([C@H]1N(CCC1)CC=1C(=CC2=C(N=C(O2)C=2C(=C(C=CC2)C2=C(C(=CC=C2)C=2OC3=C(N2)C=C(C(=C3F)F)CO)C)C)C1)OC(F)F)=O ((2-(3'-(6,7-difluoro-5-(hydroxymethyl)benzo[d]oxazol-2-yl)-2,2'-dimethyl-[1,1'-biphenyl]-3-yl)-6-(difluoromethoxy)benzo[d]oxazol-5-yl)methyl)-L-proline methyl ester